C(#N)C=1C(OC(C1\C=C\C1=CC=C(C=C1)N(CC)CC)(C)C)=C(C#N)C#N (E)-2-(3-cyano-4-(4-(diethylamino)styryl)-5,5-dimethylfuran-2(5H)-ylidene)malononitrile